(4-(4-amino-7-isopropylimidazo[5,1-f][1,2,4]triazin-5-yl)benzyl)benzo[d][1,3]dioxole-4-carboxamide NC1=NC=NN2C1=C(N=C2C(C)C)C2=CC=C(CC1OC3=C(O1)C=CC=C3C(=O)N)C=C2